FC(OC=1C(=NC(=CN1)N=C(C1=CC=CC=C1)C1=CC=CC=C1)C#N)F 3-(difluoromethoxy)-6-((diphenylmethylene)amino)pyrazine-2-carbonitrile